5-{[2-(2-Iodoacetamido)ethyl]amino}naphthalene-1-sulfonic acid ICC(=O)NCCNC1=C2C=CC=C(C2=CC=C1)S(=O)(=O)O